NC=1C=CC(=NC1)N1C=CC2=CC(=CC=C12)NC1=CC(=CC=C1)Cl 1-(5-aminopyridin-2-yl)-N-(3-chlorophenyl)-1H-indol-5-amine